C(C)(C)(C)OC(=O)N(C1=NC=CC(=C1)C[C@@H]1[C@H](NC1=O)OC(C1=CC(=CC=C1)Cl)=O)C(=O)OC(C)(C)C 3-chlorobenzoic acid (2R,3R)-3-({2-[bis(tert-butoxycarbonyl) amino] pyridin-4-yl} methyl)-4-oxoazetidin-2-yl ester